BrC1=CC=C(C=C1)C1=C(C(=NN1C1=CC=CC=C1)C1=CC=CCC1)C=O 5-(4-bromophenyl)-3-(cyclohex-1,3-dien-1-yl)-1-phenyl-1H-pyrazole-4-carbaldehyde